(3r,5r,7r)-1-(2-bromoethyl)adamantane BrCCC12CC3CC(CC(C1)C3)C2